(R)-tert-butyl 2-(4-(2-cyanoethyl)piperazin-1-yl)-4-methyl-6,7-dihydrothiazolo[5,4-c]pyridine-5(4H)-carboxylate C(#N)CCN1CCN(CC1)C=1SC=2[C@H](N(CCC2N1)C(=O)OC(C)(C)C)C